mono-2-hydroxyethyl monoButyl fumarate C(\C=C\C(=O)OCCCC)(=O)OCCO